N-[4-fluoro-2-[[(1S)-3-(methylamino)-1-[[(3S,5R)-5-methyl-2-oxo-pyrrolidin-3-yl]methyl]-2,3-dioxo-propyl]carbamoyl]phenyl]-2-(trifluoromethyl)pyridine-4-carboxamide FC1=CC(=C(C=C1)NC(=O)C1=CC(=NC=C1)C(F)(F)F)C(N[C@H](C(C(=O)NC)=O)C[C@H]1C(N[C@@H](C1)C)=O)=O